C(C)(C)C1=C(C=CC=C1O)O 2-isopropylbenzene-1,3-diol